O(C1=CC=CC=C1)C(=O)CS(=O)(=O)N Phenoxycarbonylmethyl-Sulfonamide